ClC1=C(C=CC2=CC(=CC=C12)O)NC(=O)NCC=1C=C2CN(C(C2=CC1)=O)C1C(NC(CC1)=O)=O 1-(1-chloro-6-hydroxynaphthalen-2-yl)-3-((2-(2,6-dioxopiperidin-3-yl)-1-oxoisoindolin-5-yl)methyl)urea